NC=1C(=NC(=CC1)Br)OC 3-amino-6-bromo-2-methoxypyridine